(2-fluoro-2-methyl-propyl)-[(R)-2-(1H-indol-3-yl)-1-methyl-ethyl]-amine FC(CN[C@@H](CC1=CNC2=CC=CC=C12)C)(C)C